N(C(=O)C)C1=CC=C(O)C=C1 Paracetamol